C1(=CC=CC=C1)C1=CSC=2N=C(NC(C21)=O)C2=CC=NC=C2 5-phenyl-2-(pyridin-4-yl)thieno[2,3-d]pyrimidin-4(3H)-one